FC=1C=C2NC(C=3N(C2=C(C1C=1C=C(C=C2C(=CNC12)C#CC)F)F)C=NN3)(C)C 7,9-difluoro-8-(5-fluoro-3-prop-1-ynyl-1H-indol-7-yl)-4,4-dimethyl-5H-[1,2,4]triazolo[4,3-a]quinoxaline